2,2'-bis(4-methoxyphenyl)-4,4',5,5'-tetraphenyl-1,2'-biimidazole COC1=CC=C(C=C1)C=1N(C(=C(N1)C1=CC=CC=C1)C1=CC=CC=C1)C1(N=C(C(=N1)C1=CC=CC=C1)C1=CC=CC=C1)C1=CC=C(C=C1)OC